2-[4-(bromomethyl)phenyl]-4,4,5,5-tetramethyl-1,3,2-dioxaborolane BrCC1=CC=C(C=C1)B1OC(C(O1)(C)C)(C)C